N(=C=O)C1=C(C=CC=C1)N(C)C1=CC2=CC=CC=C2C=C1 N-(2-isocyanatophenyl)-N-methyl-2-naphthylamine